5-methyl-5-hexyl-dihydro-furan-2-one CC1(CCC(O1)=O)CCCCCC